[Si](C)(C)(C(C)(C)C)OCC[C@H](C)C1=NC(=C2N1C=C(N=C2)Cl)I (S)-3-(4-((tert-butyldimethylsilyl)oxy)butan-2-yl)-6-chloro-1-iodoimidazo[1,5-a]pyrazine